CN1CCC(CC1)N1N=C2C=C(C=CC2=C1)[C@@H]1NC[C@H](CC1)C |r| 2-(1-methyl-4-piperidyl)-6-[rac-(2R,5S)-5-methyl-2-piperidyl]indazole